C(=O)O.ClC1=C(C=CC(=C1)OC)C1=NOC(=N1)N1CCC(CC1)C(=O)NCC1CN(CC1)CC1=CC=C(C=C1)C 1-(3-(2-Chloro-4-methoxyphenyl)-1,2,4-oxadiazol-5-yl)-N-((1-(4-methylbenzyl)pyrrolidin-3-yl)methyl)piperidine-4-carboxamide formate